1-(tetrahydro-2H-pyran-2-yl)-4-(4,4,5,5-tetramethyl-1,3,2-dioxaborolan-2-yl)1H-pyrazole O1C(CCCC1)N1N=CC(=C1)B1OC(C(O1)(C)C)(C)C